[33P]orthophosphate [33P](=O)([O-])([O-])[O-]